8-[(1R)-1-Aminoethyl]-2-(3-fluoro-2-pyridyl)-3,6-dimethyl-chromen-4-one N[C@H](C)C=1C=C(C=C2C(C(=C(OC12)C1=NC=CC=C1F)C)=O)C